benzyl 13-[(dimethylamino) methyl]-11-methyl-19-(naphthalen-1-yl)-10-oxo-14-oxa-2,5,11,16,19,23-hexaazatetracyclo[13.7.1.0^{2,7}.0^{17,22}]tricosa-1(23),15,17(22)-triene-5-carboxylate CN(C)CC1CN(C(CCC2CN(CCN2C=2C=3CCN(CC3N=C(O1)N2)C2=CC=CC1=CC=CC=C21)C(=O)OCC2=CC=CC=C2)=O)C